terphenyl-dicarboxylate C1(=C(C(=CC=C1)C(=O)[O-])C(=O)[O-])C=1C(=CC=CC1)C1=CC=CC=C1